BrC1=CC=C(C=C1)C(C)(C)C=1N=C(SC1)NC(=O)NCCN1CCNCC1 1-(4-(2-(4-bromophenyl)propan-2-yl)thiazol-2-yl)-3-(2-(piperazin-1-yl)ethyl)urea